CNC(=O)N1CCN(CC1)C1=CC=C(C=C1)B1OC(C(O1)(C)C)(C)C N-methyl-4-(4-(4,4,5,5-tetramethyl-1,3,2-dioxaborolan-2-yl)phenyl)piperazine-1-carboxamide